NC=1C=C(C2=C(N(C=N2)C)C1)C1=CC=C(C=C1)OC(F)(F)F 6-amino-1-methyl-4-(4-(trifluoromethoxy)phenyl)-1H-benzo[d]imidazol